C1(CCC1)CN(C(OC(C)(C)C)=O)[C@H]1CN(CCC1)C=1C=NC(=CC1)CO tert-butyl N-(cyclobutylmethyl)-N-[(3R)-1-[6-(hydroxymethyl)-3-pyridyl]-3-piperidyl]carbamate